1-(6-chloro-2-((4,4-difluorocyclohexyl)amino)pyrimidin-4-yl)ethan-1-one ClC1=CC(=NC(=N1)NC1CCC(CC1)(F)F)C(C)=O